FC1=C(CNC(=O)C2=C(C=C(S2)C2=CC=C3C(=NNC3=C2)C(=O)NC)C)C=C(C=C1)OC(F)(F)F 6-(5-((2-fluoro-5-(trifluoromethoxy)benzyl)carbamoyl)-4-methylthiophene-2-yl)-N-methyl-1H-indazole-3-carboxamide